1'-(4-Bromophenyl)-3',4'-dihydro-1'H-spiro[cyclobutane-1,2'-naphthalene] BrC1=CC=C(C=C1)C1C2(CCC3=CC=CC=C13)CCC2